γ-Terpinolene CC1=CCC(=C(C)C)CC1